1-[3-(4-Chlorophenyl)-1,2,4-oxadiazol-5-yl]-3-fluorocyclobutane-1-carboxamide ClC1=CC=C(C=C1)C1=NOC(=N1)C1(CC(C1)F)C(=O)N